[Si](C)(C)(C(C)(C)C)OCC=1C(NC(N([C@H]2[C@H](O[Si](C)(C)C(C)(C)C)[C@H](O[Si](C)(C)C(C)(C)C)[C@@H](CO[Si](C)(C)C(C)(C)C)O2)C1)=O)=O 5-[(tert-butyldimethylsilyloxy)methyl]-2',3',5'-tris-O-(tert-butyldimethylsilyl)uridine